3,3,6,10,10-Pentamethyl-9-phenyl-2,3,4a,10-tetrahydro-1H-indeno[1,2-c]pyrazolo[1,2-a]pyrazol-1-one CC1(CC(N2N1C1C(C2(C)C)=C(C=2C=CC(=CC21)C)C2=CC=CC=C2)=O)C